C(CCCCC)C(CNC1=CSC=C1)CCCCCCCC N-(2-hexyldecyl)thiophen-3-amine